2-(2-(4-fluorophenyl)butyrylamino)-4-methyl-5-(piperazine-1-carbonyl)thiophene-3-carboxylic acid methyl ester COC(=O)C1=C(SC(=C1C)C(=O)N1CCNCC1)NC(C(CC)C1=CC=C(C=C1)F)=O